NC1=NC2=CC(=CC=C2C(=C1)COC)CN(C(=O)C=1C=NC=CC1)C1=C(C=CC=C1)S(=O)(=O)C N-{[2-amino-4-(methoxymethyl)quinolin-7-yl]methyl}-N-(2-methanesulfonylphenyl)pyridine-3-carboxamide